C(C)C(CP(OCCCC)([O-])=O)CCCC butyl ((2-ethylhexyl) phosphonate)